1-((2S*,4R*)-4-((4-amino-3-chlorophenyl)amino)-2-methyl-3,4-dihydroquinolin-1(2H)-yl)propan-1-one NC1=C(C=C(C=C1)N[C@@H]1C[C@@H](N(C2=CC=CC=C12)C(CC)=O)C)Cl |o1:8,10|